BrC=1C(=C2C(=NC1)N(C=C2)S(=O)(=O)C2=CC=C(C)C=C2)F 5-Bromo-4-fluoro-1-p-toluenesulfonyl-1H-pyrrolo[2,3-b]pyridine